1-(3-(4'-fluorospiro[cyclopentane-1,3'-indoline]-1'-carbonyl)phenyl)urea FC1=C2C3(CN(C2=CC=C1)C(=O)C=1C=C(C=CC1)NC(=O)N)CCCC3